methyl (S)-5-((4-bromo-2-pyridineformylphenyl) amino)-4-((tert-butoxycarbonyl) amino)-5-oxopentanoate BrC1=CC(=C(C=C1)NC([C@H](CCC(=O)OC)NC(=O)OC(C)(C)C)=O)C(=O)C1=NC=CC=C1